C(#C)C=1C(=CC=C2C=CC=C(C12)C1=C(C=2N=C(N=C(C2C=N1)N1CC(C(CCC1)(C)C)N(C(C=C)=O)C)OC[C@H]1N(CCCC1)C)F)F N-(1-(7-(8-ethynyl-7-fluoronaphthalen-1-yl)-8-fluoro-2-(((S)-1-methylpiperidin-2-yl)methoxy)pyrido[4,3-d]pyrimidin-4-yl)-4,4-dimethylazepan-3-yl)-N-methylacrylamide